OC=1C(=C2C(=NC1)C(=CS2)C2CCN(CC2)C(=O)OC(C)(C)C)I tert-butyl 4-(6-hydroxy-7-iodo-thieno[3,2-b]pyridin-3-yl)piperidine-1-carboxylate